3-Ethylbenzo[4,5]imidazo[1,2-a]pyridin-1(5H)-one C(C)C=1C=C2N(C(C1)=O)C1=C(N2)C=CC=C1